Ethyl-7-methyl-1-(3-nitrobenzyl)-5-(1H-pyrrole-2-carbonyl)-4,5,6,7-tetrahydro-1H-pyrazolo[4,3-c]Pyridine-3-carboxylate C(C)OC(=O)C1=NN(C2=C1CN(CC2C)C(=O)C=2NC=CC2)CC2=CC(=CC=C2)[N+](=O)[O-]